(2-(dimethylamino)ethyl)-5-(pyridin-3-yl)-2-(4-(trifluoromethyl)phenyl)Azole-4-carboxamide CN(CCC1=C(NC(=C1C(=O)N)C=1C=NC=CC1)C1=CC=C(C=C1)C(F)(F)F)C